[[2-[5-[(3-cyano-4-fluoro-phenyl)carbamoyl]-1,2,4-trimethyl-pyrrol-3-yl]-2-oxo-acetyl]-(3-ethynyloxetan-3-yl)amino]methyl dihydrogen phosphate P(=O)(OCN(C1(COC1)C#C)C(C(=O)C1=C(N(C(=C1C)C(NC1=CC(=C(C=C1)F)C#N)=O)C)C)=O)(O)O